2-[4-ethylphenyl]ferrocene C(C)C1=CC=C(C=C1)C=1[CH-]C=CC1.[CH-]1C=CC=C1.[Fe+2]